CN1C(=CC=2C1=NC(=CC2)OC2CCC1(CN(C1)C(=O)C1CC(C1)(C)O)CC2)C (7-((1,2-Dimethyl-1H-pyrrolo[2,3-b]pyridin-6-yl)oxy)-2-azaspiro[3.5]nonan-2-yl)((1s,3s)-3-hydroxy-3-methylcyclobutyl)methanon